OC1CN(C1)C=1N=CC(=C2C1SC=C2)N2N=CC(=C2C(F)(F)F)C(=O)NC2=CC(=NC=C2)C(F)(F)F 1-(7-(3-hydroxyazetidin-1-yl)thieno[2,3-c]pyridin-4-yl)-5-(trifluoromethyl)-N-(2-(trifluoromethyl)pyridin-4-yl)-1H-pyrazole-4-carboxamide